C(C)(C)[Sn](C)C(C)C Diisopropyl-methyl-tin